C(C)(C)(C)C1=NN(C(=C1)NC(NC1=C(C=C(OC2=CC(=NC=C2)NC(OCC2=CC=CC=C2)=O)C=C1)SC)=O)C1=CC=CC=C1 benzyl (4-(4-(3-(3-(tert-butyl)-1-phenyl-1H-pyrazol-5-yl)ureido)-3-(methylthio)phenoxy)pyridin-2-yl)carbamate